2-(8-oxo-7-((5-(trifluoromethyl)benzo[d]thiazol-2-yl)methyl)-7,8-dihydropyrazino[2,3-d]pyridazin-5-yl)acetic acid O=C1N(N=C(C2=C1N=CC=N2)CC(=O)O)CC=2SC1=C(N2)C=C(C=C1)C(F)(F)F